ClC=1C(=C2C=3C(=C4C(=NC3C1)C1=CC3=C(C(N1C4)=O)COC([C@]3(O)CC)=O)[C@@H](CC2)NC(CC2CC2)=O)C N-((1R,9S)-5-chloro-9-ethyl-9-hydroxy-4-methyl-10,13-dioxo-2,3,9,10,13,15-hexahydro-1H,12H-benzo[de]pyrano[3',4':6,7]indolizino[1,2-b]quinolin-1-yl)-2-cyclopropylacetamide